5-((dimethylamino)methyl)-3-((3-(4-(2-(isobutylsulfonyl)phenoxy)-3-(trifluoromethyl)phenyl)-1,2,4-oxadiazol-5-yl)methyl)-5-methyl-1-(2-morpholinoethyl)imidazolidine-2,4-dione CN(C)CC1(C(N(C(N1CCN1CCOCC1)=O)CC1=NC(=NO1)C1=CC(=C(C=C1)OC1=C(C=CC=C1)S(=O)(=O)CC(C)C)C(F)(F)F)=O)C